(2,2,2-trifluoroethyl)[(2-fluorophenyl)methyl]sulfide FC(CSCC1=C(C=CC=C1)F)(F)F